C(CCCCCCCCC)[N+](C)(C)CCCCCCCCCC.C(C=C)OC=1C=C(CN)C=C(C1OCC=C)OCC=C 3,4,5-tris(prop-2-en-1-yloxy)benzylamine, didecyldimethylammonium salt